(5-bromo-7-(cyclopropylmethoxy)benzofuran-3-yl)methanol BrC=1C=C(C2=C(C(=CO2)CO)C1)OCC1CC1